FC1=C2C(=CC=NC2=CC(=C1)F)C1=CC(=C(OC[C@](CC(C)C)(N)C)C=C1)C(F)(F)F (S)-1-(4-(5,7-difluoroquinolin-4-yl)-2-(trifluoromethyl)phenoxy)-2,4-dimethylpentan-2-amine